(3aR,6aS)-(5-(3,5-difluorophenyl)-4,5-dihydro-1H-pyrrol-1-yl) (hexahydrocyclopenta[c]pyrrol-5-yl) ketone trifluoroacetate FC(C(=O)O)(F)F.C1NC[C@H]2C1=CC(C2)C(=O)N2C=CCC2C2=CC(=CC(=C2)F)F